OC1=C(C(=NN1C1=NC=C(C=C1)C1CN(C1)S(=O)(=O)C)C)C1=CC=C(C#N)C=C1 4-(5-hydroxy-3-methyl-1-(5-(1-(methylsulfonyl)azetidin-3-yl)pyridin-2-yl)-1H-pyrazol-4-yl)benzonitrile